(2r,4s)-2-[2-[4-[1-(trifluoromethyl)cyclopropyl]phenyl]-7-azaspiro[3.5]nonane-7-carbonyl]-5-azaspiro[3.4]octan-6-one FC(C1(CC1)C1=CC=C(C=C1)C1CC2(C1)CCN(CC2)C(=O)C2CC1(C2)NC(CC1)=O)(F)F